C(#N)[C@H](CC1=CC=C(C=C1)C=1C=CC2=C(N(C(O2)=O)C)C1)NC(=O)[C@H]1OC[C@@H](CN(C1)C(=O)OC(C)(C)C)OC (2S,6R)-tert-butyl 2-(((S)-1-cyano-2-(4-(3-methyl-2-oxo-2,3-dihydrobenzo[d]oxazol-5-yl)phenyl)ethyl)carbamoyl)-6-methoxy-1,4-oxazepane-4-carboxylate